(S)-N-(5-methyl-4-oxo-2,3,4,5-tetrahydrobenzo[b][1,4]azazepin-3-yl)-4-(3-(trifluoromethyl)benzyl)-1H-pyrazole-1-carboxamide CN1C2=C(NC[C@@H](C1=O)NC(=O)N1N=CC(=C1)CC1=CC(=CC=C1)C(F)(F)F)C=CC=C2